N-(2-chloro-4-(trifluoromethyl)phenyl)-2-(5-ethyl-2-(2-methoxypyridin-4-yl)-7-oxo-6-(piperazin-1-yl)oxazolo[5,4-b]pyridin-4(7H)-yl)acetamide hydrochloride Cl.ClC1=C(C=CC(=C1)C(F)(F)F)NC(CN1C2=C(C(C(=C1CC)N1CCNCC1)=O)N=C(O2)C2=CC(=NC=C2)OC)=O